O=C1NC=2C=CC=C3C2N(C1)[C@@H]1[C@H]3CN(CC1)C(=O)OCC (6bR,10aS)-ethyl 2,3,6b,9,10,10a-hexahydro-2-oxo-1H-pyrido-[3',4':4,5]-pyrrolo[1,2,3-de]quinoxaline-8-carboxylate